3,3-difluoro-5,5-dimethylpiperidine FC1(CNCC(C1)(C)C)F